FC1=C(C=CC=C1)CCN1C(C2=CC=C(C=C2CC1)C1=C(C=CC=C1)C(F)(F)F)=O 2-(2-fluorophenylethyl)-6-(2-(trifluoromethyl)phenyl)-3,4-dihydroisoquinolin-1(2H)-one